N,N-diethyl-1-methylpiperidine-4-carboxamide C(C)N(C(=O)C1CCN(CC1)C)CC